O=C1N(C(CCC1N1C(C2=CC=C(C=C2C1)O[C@@H]1CN(CC[C@H]1F)C(=O)OC(C)(C)C)=O)=O)COCC[Si](C)(C)C |o1:17,22| Tert-butyl (3R*,4R*)-3-((2-(2,6-dioxo-1-((2-(trimethylsilyl)ethoxy)methyl)piperidin-3-yl)-1-oxoisoindolin-5-yl)oxy)-4-fluoropiperidine-1-carboxylate